C1=CC=CC=2C3=CC=CC=C3C(C12)COC(=O)N[C@@H](CC(C)C)C(=O)O N-[(9H-fluoren-9-ylmethoxy)carbonyl]-L-Leucine